NC=1C(NC(N(N1)C1=CC(=C(C(=C1)Cl)OC1=NNC(C(=C1)C1=CC2=CC=CC=C2C=C1)=O)Cl)=O)=O 6-amino-2-(3,5-dichloro-4-[[5-(naphthalen-2-yl)-6-oxo-1H-pyridazin-3-yl]oxy]phenyl)-4H-1,2,4-triazine-3,5-dione